palmitoyl-2-oleoyl-sn-glycero-3-phosphoethanolamine C(CCCCCCCCCCCCCCC)(=O)C(OP(OC[C@@H](CO)OC(CCCCCCC\C=C/CCCCCCCC)=O)(=O)O)CN